C1(CC1)C1=NN(C=C1C1=NC=C(C=C1)NC1CCNCC1)[C@@H]1C[C@H](C1)CNC=1C=C2C(N(C(C2=CC1)=O)C1C(NC(CC1)=O)=O)=O 5-(((trans-3-(3-cyclopropyl-4-(5-(piperidin-4-ylamino)pyridin-2-yl)-1H-pyrazol-1-yl)cyclobutyl)methyl)amino)-2-(2,6-dioxopiperidin-3-yl)isoindoline-1,3-dione